ethyl 2-((4-fluoro-2-isopropylphenyl)-amino)-4-(trifluoro-methyl)benzoate FC1=CC(=C(C=C1)NC1=C(C(=O)OCC)C=CC(=C1)C(F)(F)F)C(C)C